FC1=C(SC(=C1I)C)C(=O)O fluoro-4-iodo-5-methyl-thiophene-2-carboxylic acid